C(C1=CC=CC=C1)OCCN1C(C[C@H](C1)O)=O (4R)-1-(2-benzyloxyethyl)-4-hydroxy-pyrrolidin-2-one